3-(1-(tert-butoxy)-1-oxopropan-2-yl)benzoic acid C(C)(C)(C)OC(C(C)C=1C=C(C(=O)O)C=CC1)=O